2-amino-7-((3'-(methylsulfanyl)-[1,1'-biphenyl]-2-yl)oxy)-1,2,3,4-tetrahydronaphthalene-2-carboxylic acid NC1(CC2=CC(=CC=C2CC1)OC1=C(C=CC=C1)C1=CC(=CC=C1)SC)C(=O)O